C1(CCCC1)S(=O)(=O)C=1C=C(C=CC1)NC(C1=C(C=NC=C1)N1CCC2(CC2(F)F)CC1)=O N-(3-(Cyclopentylsulfonyl)phenyl)-3-(1,1-difluoro-6-azaspiro[2.5]octan-6-yl)isonicotinamide